C[Si](C1C=C(C2=CC=3CCCC3C=C12)CC(C)C1=CC=CC=C1)(C1C=C(C2=CC=CC=C12)C)C Dimethyl-(3-methyl-1H-inden-1-yl)(3-(2-phenylpropyl)-1,5,6,7-tetrahydro-s-indacen-1-yl)silane